4-(5-(3-amino-4-fluoro-1-methyl-1H-pyrazol-5-yl)-5-hydroxyoctahydropentalen-2-yl)-N-(3-chloro-4-fluorophenyl)-1-methyl-1H-imidazole-5-carboxamide NC1=NN(C(=C1F)C1(CC2CC(CC2C1)C=1N=CN(C1C(=O)NC1=CC(=C(C=C1)F)Cl)C)O)C